3β,6β,7β,12α-tetrahydroxy-5β-cholan-24-oic acid O[C@@H]1C[C@H]2[C@@H]([C@@H]([C@H]3[C@@H]4CC[C@H]([C@@H](CCC(=O)O)C)[C@]4([C@H](C[C@@H]3[C@]2(CC1)C)O)C)O)O